Cl.N[C@H](C=1NC(C2=C(N1)C=C(S2)C2=C(C=NC=C2)F)=O)C2CC2 (S)-2-(amino(cyclopropyl)methyl)-6-(3-fluoropyridin-4-yl)thieno[3,2-d]pyrimidin-4(3H)-one, hydrochloride